OC1(N(C1)C(CC(=O)O)C(=O)O)C(CC(=O)O)C(=O)O hydroxyethyleniminedisuccinic acid